((2S,4R,5R)-4-acetoxy-5-(2-amino-7-(2-(hydroxyamino)-2-oxoethyl)-8-oxo-7,8-dihydro-9H-purin-9-yl) tetrahydrofuran-2-yl)methyl acetate C(C)(=O)OC[C@H]1O[C@H]([C@@H](C1)OC(C)=O)N1C2=NC(=NC=C2N(C1=O)CC(=O)NO)N